2,5,8-trioxa-11-azatridecan-13-ol COCCOCCOCCNCCO